6-methoxy-3-indolecarboxylic acid COC1=CC=C2C(=CNC2=C1)C(=O)O